2,2,2-trichloro-1-[1-(2-methoxy-1,1-dimethyl-ethyl)pyrrol-3-yl]ethanone ClC(C(=O)C1=CN(C=C1)C(COC)(C)C)(Cl)Cl